methyl (S)-2-(2,6-difluoro-4-(((R)-1,1,1-trifluoropropan-2-yl)amino) benzamido)-3-(7-(1,4,6-trimethyl-2-oxo-1,2-dihydropyridin-3-yl)-1,3-dihydroisobenzofuran-4-yl)propanoate FC1=C(C(=O)N[C@H](C(=O)OC)CC2=C3COCC3=C(C=C2)C=2C(N(C(=CC2C)C)C)=O)C(=CC(=C1)N[C@@H](C(F)(F)F)C)F